methyl (S)-2-azido-3,3-dimethylbutyrate N(=[N+]=[N-])[C@H](C(=O)OC)C(C)(C)C